[Ni](Cl)Cl.C1(=CC=CC=C1)P(C1=C(C2=CC=CC=C2C=C1)C1=C(C=CC2=CC=CC=C12)P(C1=CC=CC=C1)C1=CC=CC=C1)C1=CC=CC=C1 2,2'-bis(diphenylphosphino)-1,1'-binaphthyl nickel dichloride